CC1=CC=C(C=C1)S(=O)(=O)OC[C@H]1O[C@H]([C@H]([C@@H]1O)F)N1C2=NC(=NC(=C2N=C1)N)Cl ((2R,3R,4S,5R)-5-(6-amino-2-chloro-9H-purin-9-yl)-4-fluoro-3-hydroxytetrahydrofuran-2-yl)methyl 4-methylbenzenesulfonate